NC1=NC(=C(C(=C1)N)N)O 2,4,5-triamino-6-hydroxypyridine